(3,5-di-tert-butyl-4-hydroxyphenyl)propionic acid isostearyl ester C(CCCCCCCCCCCCCCC(C)C)OC(C(C)C1=CC(=C(C(=C1)C(C)(C)C)O)C(C)(C)C)=O